N-(3-chloro-4-fluorophenyl)-2-methyl-5-(4-(4,4,5,5-tetramethyl-1,3,2-dioxaborolan-2-yl)thiophen-2-yl)-1,2,6-thiadiazinane-3-carboxamide 1,1-dioxide ClC=1C=C(C=CC1F)NC(=O)C1N(S(NC(C1)C=1SC=C(C1)B1OC(C(O1)(C)C)(C)C)(=O)=O)C